N1,N1-bis(2,2-dimethyl-2,3-dihydro-1H-inden-5-yl)-N4-(o-tolyl)benzene-1,4-diamine CC1(CC2=CC=C(C=C2C1)N(C1=CC=C(C=C1)NC1=C(C=CC=C1)C)C=1C=C2CC(CC2=CC1)(C)C)C